FC1=C(C(=O)N)C=C(C(=C1)NC1=NC=C2N(C(N(C2=N1)C1COCCC1)=O)C)C 2-fluoro-5-methyl-4-((7-methyl-8-oxo-9-(tetrahydro-2H-pyran-3-yl)-8,9-dihydro-7H-purin-2-yl)amino)benzamide